N(=O)N1CC2CCCC2C1 N-nitroso-3-azabicyclo(3.3.0)octane